C(C)(C)(C)C1=NN=NN1CCC[Si](OCC)(OCC)OCC 5-tert-butyl-1-[3-(triethoxysilyl)propyl]-1H-tetrazole